BrC1=CC=C(OCC(CN2CCOCC2)OC)C=C1 4-[3-(4-bromo-phenoxy)-2-methoxy-propyl]-morpholine